NCC(O)(C1=CC=C(C=C1)Cl)C=1C=NC(=CC1)C1=C2C(=NC=C1)NC=C2Cl 2-amino-1-(6-(3-chloro-1H-pyrrolo[2,3-b]pyridin-4-yl)pyridin-3-yl)-1-(4-chlorophenyl)ethan-1-ol